(S)-3-(2-benzyl-3-chloro-6-oxo-2,6-dihydropyrrolo[3,4-c]pyrazol-5(4H)-yl)-5-methyl-8-(pyridin-2-ylethynyl)-2,3-dihydrobenzo[b][1,4]oxaazepin-4(5H)-one C(C1=CC=CC=C1)N1N=C2C(=C1Cl)CN(C2=O)[C@@H]2C(N(C1=C(OC2)C=C(C=C1)C#CC1=NC=CC=C1)C)=O